(6-((2-((4-(4-(4-isopropylpiperazin-1-yl)piperidin-1-yl)-2-methoxy-5-methylphenyl)amino)-7H-pyrrolo[2,3-d]pyrimidin-4-yl)amino)quinoxalin-5-yl)dimethylphosphine oxide C(C)(C)N1CCN(CC1)C1CCN(CC1)C1=CC(=C(C=C1C)NC=1N=C(C2=C(N1)NC=C2)NC=2C(=C1N=CC=NC1=CC2)P(C)(C)=O)OC